FC(C(=O)O)(F)F.C(C)(C)N1N=C(C2=CC=CC=C2C1=O)C1=CC=C(CS(=O)(=O)N)C=C1 (4-(3-isopropyl-4-oxo-3,4-dihydro-phthalazin-1-yl)benzyl)sulfonamide trifluoroacetate salt